C(C)C(C(=O)OCC1(COC(C(N1)(C)C)=O)C)CCCC 5-(2-ethyl-hexan-oyl)oxymethyl-3,3,5-trimethyl-2-morpholinone